(hydroxymethyl)-aminoethanol OCC(C)(O)N